C(CC)(=O)OCC1=CC2=C(OC(O2)C)C=C1 2-methyl-1,3-benzodioxole-5-ylmethyl propionate